Methyl (2,4-dimethoxybenzyl)(3-methoxy-4-(3-methyl-6-(pyrazolo[1,5-a]pyrimidin-3-yl)-1H-pyrazolo[4,3-c]pyridin-1-yl)benzyl)carbamate COC1=C(CN(C(OC)=O)CC2=CC(=C(C=C2)N2N=C(C=3C=NC(=CC32)C=3C=NN2C3N=CC=C2)C)OC)C=CC(=C1)OC